(2-(diisopropylamino)-2-oxoethyl)zinc (II) bromide [Br-].C(C)(C)N(C(C[Zn+])=O)C(C)C